FC=1C(=NC=CC1CC=1C=NC=C(C1C)NC1=C(C=C(C=C1)C)F)NS(N)(=O)=O 3-fluoro-4-[[5-(2-fluoro-4-methyl-anilino)-4-methyl-3-pyridyl]methyl]-2-(sulfamoylamino)pyridine